COC1=C2CCOC(C2=CC=C1)C(=O)O 5-methoxyIsochroman-1-carboxylic acid